2,3,5-trifluoro-4-hydroxy-N-[(4-{3-[6-(trifluoromethyl)pyridin-3-yl]-1,2,4-oxadiazol-5-yl}bicyclo[2.2.2]octan-1-yl)methyl]benzamide FC1=C(C(=O)NCC23CCC(CC2)(CC3)C3=NC(=NO3)C=3C=NC(=CC3)C(F)(F)F)C=C(C(=C1F)O)F